N-[3-chloro-4-(1-methylpyrazol-3-yl)oxy-phenyl]-6-piperazin-1-yl-quinazolin-4-amine ClC=1C=C(C=CC1OC1=NN(C=C1)C)NC1=NC=NC2=CC=C(C=C12)N1CCNCC1